4-((2S,5R)-4-((3-Cyclopropyl-1,2,4-oxadiazol-5-yl)(4-fluorophenyl)methyl)-2,5-dimethylpiperazin-1-yl)-1-methyl-2-oxo-1,2-dihydropyrido[3,2-d]pyrimidine-6-carbonitrile C1(CC1)C1=NOC(=N1)C(N1C[C@@H](N(C[C@H]1C)C=1C2=C(N(C(N1)=O)C)C=CC(=N2)C#N)C)C2=CC=C(C=C2)F